BrC=1C2(C3=CC=C(C=C3C1)OC)CCC1(CC2)OCCO1 2''-bromo-5''-methoxydispiro[[1,3]dioxolane-2,1'-cyclohexane-4',1''-indene]